COC1=C(CN2C=NC3=C(C2=O)SC2=C3C(=C3C(=N2)CC(OC3)(C)C)CNCCOCCOCCOC)C=CC(=C1)OC 3-(2,4-Dimethoxybenzyl)-11-(5,8,11-trioxa-2-azadodecyl)-8,8-dimethyl-7,10-dihydro-8H-pyrano[3'',4'':5',6']pyrido[3',2':4,5]thieno[3,2-d]pyrimidin-4(3H)-one